CN(C)C(C)CC N,N-dimethyl-s-butylamine